4-bromo-1-chloro-2-iodo-benzene BrC1=CC(=C(C=C1)Cl)I